C1=CC(=CC=2C3=CC=CC=C3NC12)B([O-])[O-] 9H-carbazole-3-boronate